CC(=CC[C@@]12C(=O)[C@@H]3C[C@@H]([C@@]14C(=C3)C(=O)C5=C(C=C(C=C5O4)O)O)C(O2)(C)C)C The molecule is a polycyclic cage xanthone isolated from the stems of Cratoxylum cochinchinense and has been shown to exhibit cytotoxic activity against human colon cancer cell line. It has a role as a metabolite, an antineoplastic agent and a plant metabolite. It is an organic heteropentacyclic compound, a cyclic ketone, a polycyclic cage, a cyclic ether and a member of phenols.